8-octanoic acid methyl ester COC(CCCCCCC)=O